2-Amino-6-(2-cyanoethyl)-6-(cyclopropylmethyl)-7-oxo-4,5,6,7-tetrahydrobenzo[b]thiophene-3-carboxamide NC1=C(C2=C(S1)C(C(CC2)(CC2CC2)CCC#N)=O)C(=O)N